ClC=1N=C2N(C(C1C#N)=O)C=C(C=C2[C@@H](C)NC2=C(C(=O)O)C=CC=C2)C (R)-2-((1-(2-chloro-3-cyano-7-methyl-4-oxo-4H-pyrido[1,2-a]pyrimidin-9-yl)ethyl)amino)benzoic acid